CS(=O)(=O)OC1CC2(CN(C2)C(C2=C(C=C(C=C2)F)OC2CC2)=O)C1 2-(2-cyclopropoxy-4-fluorobenzoyl)-2-azaspiro[3.3]heptan-6-yl methanesulfonate